N-(3-(dimethylamino)propyl)-1-(4-methyl-2-(p-tolyl)-1H-pyrrolo[2,3-d]pyridazin-7-yl)piperidine-4-carboxamide CN(CCCNC(=O)C1CCN(CC1)C=1N=NC(=C2C1NC(=C2)C2=CC=C(C=C2)C)C)C